BrC=1C(=C(C=CC1)C[C@@H]1N(CC[C@@H]([C@@H]1NS(=O)(=O)C1(CC1)F)F)C(=O)OCC1=CC=CC=C1)F benzyl (2S,3R,4S)-2-[(3-bromo-2-fluoro-phenyl)methyl]-4-fluoro-3-[(1-fluorocyclopropyl) sulfonylamino]piperidine-1-carboxylate